CC=1C=C(OC2=CC=C(C=C2)S(=O)(=O)N(CC(C)C)C2=CC(=C(C(=O)O)C=C2)O)C=C(C1)C 4-(4-(3,5-dimethylphenoxy)-N-isobutylphenylsulfonamido)-2-hydroxybenzoic acid